C(C)N(C1=CC=C2C=C(C(NC2=C1)=O)C=O)CC 7-diethylamino-2-oxo-1,2-dihydroquinoline-3-formaldehyde